(S)-2-(6,8-dichloro-4-oxo-benzo[d][1,2,3]triazin-3(4H)-yl)-N-(1-p-tolylethyl)acetamide ClC1=CC2=C(N=NN(C2=O)CC(=O)N[C@@H](C)C2=CC=C(C=C2)C)C(=C1)Cl